N,N-bis(3-phenylpropyl)hydroxylamine C1(=CC=CC=C1)CCCN(O)CCCC1=CC=CC=C1